Cl.FC1=C(C=CC2=CN(N=C12)[C@@H](C(=O)NC=1SC=CN1)C1=CC=CC=C1)C=1C=NC(=CC1)N1CCNCC1 |r| (2RS)-2-[7-fluoro-6-(6-piperazin-1-yl-3-pyridinyl)indazol-2-yl]-2-phenyl-N-thiazol-2-yl-acetamide hydrochloride